[Na].[Ba].[La].[K] potassium lanthanum barium sodium